C(CCCCC)C(C(=O)OC(CCCCC(CCCCC)N(C)CCCCO[Si](C1=CC=CC=C1)(C1=CC=CC=C1)C(C)(C)C)SC[C@H](CCCCCC)OC(CCC1CCCCC1)=O)CCCCCCCC 6-((4-((tert-butyldiphenylsilyl)oxy)-butyl)(methyl)amino)-l-1-((2-((3-cyclohexyl-propanoyl)oxy)octyl)thio)undecyl 2-hexyl-decanoate